1-(benzofuran-5-yl)-3-(4-((7-(benzyloxy)-6-methoxyquinazolin-4-yl)oxy)-2-chlorophenyl)urea O1C=CC2=C1C=CC(=C2)NC(=O)NC2=C(C=C(C=C2)OC2=NC=NC1=CC(=C(C=C21)OC)OCC2=CC=CC=C2)Cl